FC(C1=CC=C(C=C1)S(=O)(=O)N1CC2C(C1)CN(C2)C(=O)N2C[C@@H]1[C@@H](OCC(N1)=O)CC2)(F)F (4aR,8aS)-6-(5-[4-(trifluoromethyl)phenyl]sulfonyl-1,3,3a,4,6,6a-hexahydropyrrolo[3,4-c]pyrrole-2-carbonyl)-4,4a,5,7,8,8a-hexahydropyrido[4,3-b][1,4]oxazin-3-one